NC1(CC=C(C=C1)N)S(=O)(=O)O 1,4-diaminobenzenesulfonic acid